C[C@H]1[C@H]([C@H]([C@@H]([C@@H](O1)O[C@@H]2[C@H]([C@H]([C@H](O[C@H]2O[C@@H]3[C@H](O[C@H]([C@@H]([C@H]3O)NC(=O)C)OCCCCCCC=C)CO)CO)O)O[C@@H]4[C@@H]([C@H]([C@H]([C@H](O4)CO)O)O)NC(=O)C)O)O)O The molecule is a glycoside formed between the branched tetrasaccharide alpha-L-Fuc-(1->2)-[alpha-D-GalNAc-(1->3)]-beta-D-Gal-(1->4)-beta-D-GlcNAc and the alkenyl alcohol oct-7-en-1-ol. It contains an alpha-L-Fucp-(1->2)-[alpha-D-GalpNAc-(1->3)]-beta-D-Galp-(1->4)-beta-D-GlcpNAc-yl group. It derives from an oct-7-en-1-ol.